2-(2,6-dioxopiperidin-3-yl)isoquinoline-1,3(2H,4H)-dione O=C1NC(CCC1N1C(C2=CC=CC=C2CC1=O)=O)=O